S(C)(=O)(=O)O.CN(CCC1(C(C=C(C(=C1)OC)NC1=NC=CC(=N1)C1=CN(C2=CC=CC=C12)C)[N+](=O)[O-])NC)C 1-(2-(dimethylamino)ethyl)-5-methoxy-N1-methyl-N4-(4-(1-methyl-1H-indol-3-yl)pyrimidin-2-yl)-2-nitrobenzene-1,4-diamine mesylate